C(C)(C)(C)OC(=O)N[C@H](C(=O)OC)CI methyl (R)-2-((tert-butoxycarbonyl) amino)-3-iodopropanoate